N[C@@H]1[C@@H](CCCC1)NC1=C(C2=C(C(=N1)C=1C=NN(C1)C)C(NC2)=O)F 6-((1R,2S)-2-aminocyclohexylamino)-7-fluoro-4-(1-methyl-1H-pyrazol-4-yl)-1H-pyrrolo[3,4-c]pyridine-3(2H)-one